Tert-butyl (1-(2-(methylamino)-3-nitrobenzyl)piperidin-4-yl)carbamate CNC1=C(CN2CCC(CC2)NC(OC(C)(C)C)=O)C=CC=C1[N+](=O)[O-]